CN(C(=O)C=1C=CC=2N(C1)C(=CN2)C=2C=CC(=NC2)NC(OC)=O)C2=CC=C(C=C2)C methyl N-[5-[6-[methyl (p-tolyl)carbamoyl] imidazo[1,2-a]pyridin-3-yl]-2-pyridyl]carbamate